IC1=CC(=C(S1)C(=O)OC)C1CCN(CC1)C methyl 5-iodo-3-(1-methylpiperidin-4-yl)thiophene-2-carboxylate